C(#N)C(C1=CN=CC2=C(C(=CC=C12)F)F)NC(=O)C1(C(C1)C1CC1)NC(OC(C)(C)C)=O tert-butyl N-[1-[[cyano-(7,8-difluoro-4-isoquinolyl)methyl]carbamoyl]-2-cyclopropyl-cyclopropyl]carbamate